terbium silicon oxide [Si]=O.[Tb]